CN(CCCOC1=CC=CC=C1)C N,N-dimethyl-3-phenoxy-propan-1-amine